(1-(tetrahydro-2H-pyran-2-yl)-1H-pyrazole-3-carbonyl)piperidine-4-carboxylic acid methyl ester COC(=O)C1CCN(CC1)C(=O)C1=NN(C=C1)C1OCCCC1